BrC=1C=2N(C=CC1)N=CC2C(NC(=O)C2[C@@H]1C(C1CN2C([C@H]([C@@H](C)OC(C)(C)C)NC(C(F)(F)F)=O)=O)(C)C)C#N (S)-N-[(4-bromopyrazolo[1,5-a]pyridin-3-yl)-cyano-methyl]-3-[(2S,3R)-3-tert-butoxy-2-[(2,2,2-trifluoroacetyl)amino]butanoyl]-6,6-dimethyl-3-azabicyclo[3.1.0]hexane-2-carboxamide